4-(5-(3-((2-(3-carboxypropanoyl)-4-fluoro-6-methoxyisoindolin-5-yl)oxy)propoxy)-6-methoxy-1H-inden-2-yl)-4-oxobutanoic acid C(=O)(O)CCC(=O)N1CC2=CC(=C(C(=C2C1)F)OCCCOC=1C=C2C=C(CC2=CC1OC)C(CCC(=O)O)=O)OC